lithium fluoride, lithium salt [Li+].[F-].[Li+].[F-]